CC1=C(C=CC(=C1)OC(F)(F)F)N1CN(C(C2=C1N=CC(=C2)C(F)(F)F)=O)C2=C(NC(C=C2)=O)C 1-(2-methyl-4-(trifluoromethoxy)phenyl)-3-(2-methyl-6-oxo-1,6-dihydropyridin-3-yl)-6-(trifluoromethyl)-2,3-dihydropyrido[2,3-d]pyrimidin-4(1H)-one